NC1=NC=C(C2=C1C(=C(N2C)C2=CC=C(C=C2)NC(C(=C)F)=O)C=2C=C(C(=NC2)C(=O)NCC(F)(F)F)Cl)C#CC=O 5-(4-amino-2-{4-[(2-fluoroacrylamido)]phenyl}-7-(formylethynyl)-1-methylpyrrolo[3,2-c]pyridin-3-yl)-3-chloro-N-(2,2,2-trifluoroethyl)pyridine-2-carboxamide